1-((4-chloro-2-methylphenyl)(methyl)carbamoyl)azetidin-3-yl (1-(4-(2,6-dioxopiperidin-3-yl)-3,5-difluorophenyl)azetidin-3-yl)carbamate O=C1NC(CCC1C1=C(C=C(C=C1F)N1CC(C1)NC(OC1CN(C1)C(N(C)C1=C(C=C(C=C1)Cl)C)=O)=O)F)=O